tert-butyl (3-(3-(4-(aminomethyl)-2-fluorophenyl)isoxazol-5-yl)-5-(4-(isopropyl Sulfonyl)phenyl)pyrazin-2-yl)(tert-butoxycarbonyl)carbamate NCC1=CC(=C(C=C1)C1=NOC(=C1)C=1C(=NC=C(N1)C1=CC=C(C=C1)S(=O)(=O)C(C)C)N(C(OC(C)(C)C)=O)C(=O)OC(C)(C)C)F